C1(CC1)NC1CCN(CC1)C=1C=CC(=C2N=C(OC21)OC)C(=O)NC2=CC1=CN(N=C1C=C2OC)C 7-[4-(cyclopropylamino)-1-piperidyl]-2-methoxy-N-(6-methoxy-2-methyl-indazol-5-yl)-1,3-benzoxazole-4-carboxamide